2-(1H-imidazol-1-yl)-N-((1s,4s)-4-methylcyclohexyl)-pyrimidine-4-carboxamide N1(C=NC=C1)C1=NC=CC(=N1)C(=O)NC1CCC(CC1)C